C(C)OC(CN1N=C2C(=C(C=C(C2=C1)C(F)(F)F)Br)C)=O 2-(6-bromo-7-methyl-4-(trifluoromethyl)-2H-indazol-2-yl)acetic acid ethyl ester